C1(CC2C(CC1)O2)C(C(=O)OC)=C methyl 3,4-epoxycyclohexylacrylate